2,7-dimethyl-carbazole CC1=CC=2NC3=CC(=CC=C3C2C=C1)C